ClC1=CC=C(C=C1)C=NNC(=O)[C@@H]1CC2=C(NC3=CC=CC=C23)[C@H](N1)C (1R,3S)-N'-(4-chlorophenylmethylene)-1-methyl-2,3,4,9-tetrahydropyrido[3,4-b]indole-3-carbohydrazide